3-[2-[1-(trifluoromethyl)cyclopropyl]Pyrimidin-5-yl]Azetidine-1-carboxylic acid tert-butyl ester C(C)(C)(C)OC(=O)N1CC(C1)C=1C=NC(=NC1)C1(CC1)C(F)(F)F